BrC1=CC=CC=2SC(=C(C21)C#N)NC(OC(C)(C)C)=O tert-butyl (4-bromo-3-cyanobenzo[b]thiophen-2-yl)carbamate